C(=O)(O)C1=CC=C(C=C1)C=1C=NN(C1)C(C[C@H]1[C@H](C1)C1=CC=C(C=C1)OC)C1=[N+](C=C(C=C1)C1=C(C=CC(=C1)Cl)N1N=NN=C1)[O-] |o1:16,17| 2-(1-(4-(4-Carboxyphenyl)-1H-pyrazol-1-yl)-2-((1S*,2S*)-2-(4-methoxyphenyl)cyclopropyl)ethyl)-5-(5-chloro-2-(1H-tetrazol-1-yl)phenyl)pyridine 1-oxide